C1(=CC=CC=C1)S(=O)(=O)NCC=1N=NN(C1)[C@@H](CC(=O)NO)CC1=CC2=CC=CC=C2C=C1 (R)-3-[4-(Benzenesulfonylamino-methyl)-[1,2,3]triazol-1-yl]-N-hydroxy-4-naphthalen-2-yl-butyramide